(4,4-bis(6-bromohexyl)-4H-cyclopenta[2,1-b:3,4-b']dithiophene-2,6-diyl)bis(trimethylstannane) BrCCCCCCC1(C2=C(SC(=C2)[Sn](C)(C)C)C=2SC(=CC21)[Sn](C)(C)C)CCCCCCBr